ClC=1C(=NC(=NC1)NC1CCOCC1)C1=CC=C2CN(C(C2=C1)=O)CC(=O)N[C@H](CO)C(C)(C)C 2-(6-{5-chloro-2-[(oxacyclohex-4-yl)amino]pyrimidin-4-yl}-1-oxo-2,3-dihydro-1H-isoindol-2-yl)-N-[(2S)-1-hydroxy-3,3-dimethylbut-2-yl]acetamide